tert-Butyl 2-(3-(3,4-dichlorophenylamino)acridin-9-ylamino)ethylcarbamate ClC=1C=C(C=CC1Cl)NC=1C=CC2=C(C3=CC=CC=C3N=C2C1)NCCNC(OC(C)(C)C)=O